C(C)NC=1C=C(C=C2C3=C(NC12)N=CC(=C3N3N=C(C=C3)C(F)(F)F)C=3C=NC=C(C3)F)F N-Ethyl-6-fluoro-3-(5-fluoro-3-pyridyl)-4-[3-(trifluoromethyl)pyrazol-1-yl]-9H-pyrido[2,3-b]indol-8-amine